((2R,3S,5R)-2-ethynyl-5-(2-fluoro-6-tetradecanamido-9H-purin-9-yl)-3-hydroxytetra-hydrofuran-2-yl)methyl propionate C(CC)(=O)OC[C@]1(O[C@H](C[C@@H]1O)N1C2=NC(=NC(=C2N=C1)NC(CCCCCCCCCCCCC)=O)F)C#C